Ethyl 6-(4,4,5,5-tetramethyl-1,3,2-dioxaborolan-2-yl)imidazo[1,5-a]pyridine-1-carboxylate CC1(OB(OC1(C)C)C=1C=CC=2N(C1)C=NC2C(=O)OCC)C